(3,4-Dimethylbenzyl)trimethylammonium CC=1C=C(C[N+](C)(C)C)C=CC1C